tert-butyl 4-[5-(4-chlorophenyl)-1H-pyrazol-3-yl]piperidine-1-carboxylate ClC1=CC=C(C=C1)C1=CC(=NN1)C1CCN(CC1)C(=O)OC(C)(C)C